(4-vinylphenyl)boranic acid C(=C)C1=CC=C(C=C1)OB=O